N-isopropyl-N-methyl-4-(6-(1-methyl-1H-pyrazol-4-yl)pyrazolo[1,5-a]pyridin-3-yl)piperazine-1-carboxamide C(C)(C)N(C(=O)N1CCN(CC1)C=1C=NN2C1C=CC(=C2)C=2C=NN(C2)C)C